C[C@@H]1[C@@H](C1)N1C(C=CC=C1)=O ((1R,2S)-2-methylcyclopropyl)-2-oxo-1,2-dihydropyridin